3-dodecyl-1-(1-ethanoyl-2,2,6,6-tetramethylpiperidin-4-yl)pyrrolidin-2,5-dione benzyl-3-[(2-methylpropan-2-sulfinyl)imino]-8-azabicyclo[3.2.1]octane-8-carboxylate C(C1=CC=CC=C1)OC(=O)N1C2CC(CC1CC2)=NS(=O)C(C)(C)C.C(CCCCCCCCCCC)C2C(N(C(C2)=O)C2CC(N(C(C2)(C)C)C(C)=O)(C)C)=O